ClC1=CC=C(C=C1)C1CC(CC(C1)=O)=O 5-(4-chlorophenyl)-cyclohexane-1,3-dione